(R)-4-((5-(1-amino-8-azaspiro[4.5]decan-8-yl)imidazo[1,2-c]pyrimidin-8-yl)thio)quinoline-8-carbonitrile N[C@@H]1CCCC12CCN(CC2)C2=NC=C(C=1N2C=CN1)SC1=CC=NC2=C(C=CC=C12)C#N